N-(4,6-dichloro-5-ethyl-pyrimidin-2-yl)-1-methyl-pyrazole-4-sulfonamide ClC1=NC(=NC(=C1CC)Cl)NS(=O)(=O)C=1C=NN(C1)C